N-(5-((4-Chlorophenoxy)methyl)-1,3,4-thiadiazol-2-yl)-4-(2,3-difluoro-6-methoxyphenyl)-6-methylnicotinamide ClC1=CC=C(OCC2=NN=C(S2)NC(C2=CN=C(C=C2C2=C(C(=CC=C2OC)F)F)C)=O)C=C1